F[C@@H]1[C@@H](C1)C(=O)NC1=CC=C2C(=N1)NC=C2C=2C(=CC=1N(C2)N=CN1)OC (1S,2S)-2-fluoro-N-(3-(7-methoxy-[1,2,4]triazolo[1,5-a]pyridin-6-yl)-1H-pyrrolo[2,3-b]pyridin-6-yl)cyclopropane-1-carboxamide